Nonynediol C(C#CCCCCCC)(O)O